FC1=CC=CC=2OCCCOC=3C(=CC=C(C4=NNC5=CN=C(C12)C=C45)C3)N3CC4COCCN4CC3 16-fluoro-5-{octahydropyrazino[2,1-c][1,4]oxazin-8-yl}-7,11-dioxa-19,22,23-triazapentacyclo[16.5.2.12,6.012,17.021,24]hexacosa-1(23),2,4,6(26),12(17),13,15,18,20,24-decaene